C(C)OC(=O)C=1C=CC=2N(C1)N=C(C2C)C=2N(C1=C(C=CC=C1C2)O)CC2CC2 2-(1-(Cyclopropylmethyl)-7-hydroxy-1H-indol-2-yl)-3-methylpyrazolo[1,5-a]pyridine-6-carboxylic acid ethyl ester